FC(C1=CC=C(C=C1)N1N=C(N=C1)C1=CC(=C(N)C=C1)C)F 4-(1-(4-(difluoromethyl)phenyl)-1H-1,2,4-triazol-3-yl)-2-methylaniline